1,2,4-thiadiazole-3-carboxylate S1N=C(N=C1)C(=O)[O-]